1-(4-fluorophenyl)-2-(pyridin-2-yl)ethan-1-one boron difluoride [B](F)F.FC1=CC=C(C=C1)C(CC1=NC=CC=C1)=O